[Fe].[Mg].[Ca] calcium magnesium iron salt